BrC1=NN(C(=C1)CNS(=O)C(C)(C)C)C N-((3-bromo-1-methyl-1H-pyrazol-5-yl)methyl)-2-methylpropane-2-sulfinamide